CN(C(OC1=C(C=C2C(=C(C(OC2=C1)=O)CC1=C(C(=CC=C1)NS(=O)(=O)CC)F)C)Cl)=O)C 6-chloro-3-(3-(ethylsulfonamido)-2-fluorobenzyl)-4-methyl-2-oxo-2H-chromen-7-yl dimethylcarbamate